CN(C)CC1=C2C3(CN(C(C2=CC(=C1)CN1C(OC=C1)=O)=O)C(C)C1=NC=C(C(=C1)OCC)F)CC3 3-((5'-((dimethylamino)methyl)-2'-(1-(4-ethoxy-5-fluoropyridine-2-yl)ethyl)-1'-oxo-2',3'-dihydro-1'H-spiro[cyclopropan-1,4'-isoquinoline]-7'-yl)methyl)oxazol-2-one